C(CC)P1(OP(OP(O1)(CCC)=O)(CCC)=O)=O 2,4,6-Tripropyl-1,3,5,2λ5,4λ5,6λ5-trioxatriphosphinane 2,4,6-trioxide